5-((2-chloro-6-methylphenyl)carbamoyl)thiazol-2-amine ClC1=C(C(=CC=C1)C)NC(=O)C1=CN=C(S1)N